1-benzyl-6-carbamoyl-7-(naphthalen-1-ylmethyl)-5-oxo-8-(3-(trifluoromethyl)phenyl)-1,2,3,5-tetrahydroimidazo[1,2-a]pyridine-3-carboxylic acid C(C1=CC=CC=C1)N1CC(N2C1=C(C(=C(C2=O)C(N)=O)CC2=CC=CC1=CC=CC=C21)C2=CC(=CC=C2)C(F)(F)F)C(=O)O